N1C(CCC2=CC=CC=C12)C=1C=C(C=CC1)S(=O)(=O)N 3-(1,2,3,4-tetrahydroquinoline-2-yl)benzenesulfonamide